N-[4-(2-amino-5-methyl-1,3-thiazol-4-yl)-2-methylphenyl]cyclopropanecarboxamide NC=1SC(=C(N1)C1=CC(=C(C=C1)NC(=O)C1CC1)C)C